C(C)N(C)CC=1C(=NN(C1)C1=NC=NC=C1)C1=CC=CC=C1 4-(4-((ethyl-(methyl)amino)methyl)-3-phenyl-1H-pyrazol-1-yl)pyrimidine